CC1(COCCC1N[C@@H]1[C@H](CCCC1)CC=1C=C2CN(C(C2=CC1)=O)C1C(NC(CC1)=O)=O)C 3-(5-(((1R,2S)-2-((3,3-dimethyltetrahydro-2H-pyran-4-yl)amino)cyclohexyl)methyl)-1-oxoisoindolin-2-yl)piperidine-2,6-dione